C1(=CC=CC=C1)C1C(C2(CCC1C2(C)C)C)(C=2C=C(C=CC2)B2OC(C(O2)(C)C)(C)C)C2=CC=CC=C2 2-(3-(diphenylbornyl)phenyl)-4,4,5,5-tetramethyl-1,3,2-dioxaborolan